O=C1SCCC1NC=C1C(CC(CC1=O)C1=CC=CC=C1)=O 2-(((2-oxotetrahydro-thiophen-3-yl)amino)methylene)-5-phenylcyclohexane-1,3-dione